ferrocenic acid [C-]1(C=CC=C1)C(=O)O.[CH-]1C=CC=C1.[Fe+2]